3-{4-[(1S,4S,5R)-5-{[4-cyclopropyl-1-(2,6-dichlorophenyl)-1H-pyrazol-5-yl]methoxy}-2-azabicyclo[2.2.1]heptan-2-yl]-3-fluorophenyl}propanoic acid C1(CC1)C=1C=NN(C1CO[C@H]1[C@@H]2CN([C@H](C1)C2)C2=C(C=C(C=C2)CCC(=O)O)F)C2=C(C=CC=C2Cl)Cl